CC=1OC2=NC(=CC(=C2N1)C)C=1N=C2N(C(C1)=O)C=C(S2)N2CCN(CC2)C(=O)OC(C)(C)C tert-butyl 4-[7-(2,7-dimethyloxazolo[5,4-b]pyridin-5-yl)-5-oxo-thiazolo[3,2-a]pyrimidin-2-yl]piperazine-1-carboxylate